NC1=C(C=C(C=N1)C=1C=C(C=CC1)CCC(=O)NC1=CC(=C(C=C1)C)C(F)(F)F)F 3-(3-(6-amino-5-fluoropyridin-3-yl)phenyl)-N-(4-methyl-3-(trifluoromethyl)phenyl)propanamide